3-(2-chloro-4-nitrophenoxy)oxetane ClC1=C(OC2COC2)C=CC(=C1)[N+](=O)[O-]